2-(1-{2,6-dimethyl-2H-pyrazolo[3,4-b]pyridin-5-yl}-3-iodo-5-methyl-1H-pyrazol-4-yl)propan-1-ol CN1N=C2N=C(C(=CC2=C1)N1N=C(C(=C1C)C(CO)C)I)C